ClC=1C=C(C=CC1C)NC(=O)C=1C=C(SC1)C(=O)NC1=CC(=CC=C1)NS(=O)(=O)C N4-(3-chloro-4-methylphenyl)-N2-(3-(methylsulfonamido)phenyl)thiophene-2,4-dicarboxamide